BrC1=CC=CC2=C1N(C(N2)=O)C 7-bromo-1-methyl-2,3-dihydro-1H-1,3-benzodiazol-2-one